COC(=O)C=1C=C2N=C(C=3N(C2=CC1)C(CN3)C)Cl 1-methyl-4-chloro-1,2-dihydroimidazo[1,2-a]quinoxaline-7-carboxylic acid methyl ester